1-(2-methylpyrazolidin-1-yl)prop-2-en-1-one selenoantimonate [Sb](O)(O)(O)=[Se].CN1N(CCC1)C(C=C)=O